Phenyl-n-butyltellurium C1(=CC=CC=C1)[Te]CCCC